FC1(CC1)C(=O)N[C@H](C(=O)N1[C@@H](C[C@H](C1)O)C(=O)NCC1=C(C=C(C=C1)C1=C(N=CS1)C)OCCCCC=O)C(C)(C)C (2S,4R)-1-((S)-2-(1-fluorocyclopropane-1-carboxamido)-3,3-dimethylbutyryl)-4-hydroxy-N-(4-(4-methylthiazol-5-yl)-2-((5-oxopentyl)oxy)benzyl)pyrrolidine-2-carboxamide